[3-(2-ethyl)benzylaminopropyl]4-toluic acid CCC=1C=C(CNCCCC2=C(C=CC(=C2)C(=O)O)C)C=CC1